C(C)(C)(C)OC(NC1(CC1)COC1=NC=C(C=C1)I)=O (1-(((5-Iodopyridin-2-yl)oxy)methyl)cyclopropyl)carbamic acid tert-butyl ester